bis(2,4,6-trimethylphenyl)phosphorus oxide CC1=C(C(=CC(=C1)C)C)[P](C1=C(C=C(C=C1C)C)C)=O